ClC=1C(=NC(=C(C(=O)[O-])C1)N1CCC(CCC1)(F)F)CO 5-chloro-2-(4,4-difluoroazepan-1-yl)-6-hydroxymethylnicotinate